C(C1=CC=CC=C1)(=O)[C@@]1(C[C@H](OCOCC=C)[C@@H](CO[Si](C2=CC=CC=C2)(C2=CC=CC=C2)C(C)(C)C)O1)N1C(=O)N=C(N)C(=C1)CC=CNC(C(F)(F)F)=O Benzoyl-5-[3-(2,2,2-trifluoroacetamido)-allyl]-5'-O-(tert-butyldiphenylsilyl)-3'-O-allyloxymethyl-2'-deoxycytidine